(S)-beta-homophenylalanine N[C@@H](CC1=CC=CC=C1)CC(=O)O